7,10-dibromo-3-(2-methoxyethyl)-2,3,4,5-tetrahydro-1H-naphtho[2,3-d]azepine-6,11-dione BrC1=C2C(C3=C(CCN(CC3)CCOC)C(C2=C(C=C1)Br)=O)=O